CN1N=C(C=C1C1(CCC1)C#N)C1=CC(=NC=C1)C(F)(F)F 1-(1-methyl-3-(2-(trifluoromethyl)pyridin-4-yl)-1H-pyrazol-5-yl)cyclobutane-1-carbonitrile